1,6-dibromo-3,6-diisopropyl-pyrene BrC1=CC(=C2C=CC=3C(CC=C4C=CC1=C2C34)(C(C)C)Br)C(C)C